C(#N)C1=CNC2=C(C=CC(=C12)C)C1=C(C=CC=C1OCCOC)S(=O)(=O)N (3-cyano-4-methyl-1H-indol-7-yl)-3-(2-methoxyethoxy)benzenesulfonamide